OC(C)C=1C(=NC(=CC1)N1C=NC2=C1C=C(C(=C2)NC=2N=NC(=CC2)C)C(F)(F)F)N2N=C(C=C2C)C#N 1-[3-(1-Hydroxyethyl)-6-[5-[(6-methylpyridazin-3-yl)amino]-6-(trifluoromethyl)benzimidazol-1-yl]-2-pyridinyl]-5-methyl-pyrazole-3-carbonitrile